2-(4-chloro-phenylsulfonylamino)-4,5-dimethoxy-N-(4-(thiomorpholine-4-sulfonyl)-phenyl)-benzylamide ClC1=CC=C(C=C1)S(=O)(=O)NC1=C(C[N-]C2=CC=C(C=C2)S(=O)(=O)N2CCSCC2)C=C(C(=C1)OC)OC